COC1=CC=C(C=C1)C1N(C(OC2=C1C=CC=C2)C2=CC=CC=C2)O 4-(4-methoxyphenyl)-2-phenyl-2H-benzo[e][1,3]oxazin-3(4H)-ol